CC1N2CC3(COC4=CC=C(C(NS(CCCCCCC5CCC15)(=O)=O)=O)C=C24)CCCC2=CC=CC=C23 METHYL-3,4-DIHYDRO-2H,15'H-SPIRO[NAPHTHALENE-1,22'-[20]OXA[13]THIA[1,14]DIAZATETRACYCLO[14.7.2.03,6.019,24]PENTACOSA[16,18,24]TRIEN]-15'-ONE 13',13'-DIOXIDE